2-[[4-[5-isobutyl-2-(2H-tetrazol-5-yl)phenyl]piperazin-1-yl]methyl]-8-methyl-pyrido[1,2-a]pyrimidin-4-one C(C(C)C)C=1C=CC(=C(C1)N1CCN(CC1)CC=1N=C2N(C(C1)=O)C=CC(=C2)C)C=2N=NNN2